rel-N-(6-Amino-5-ethyl-3-pyridyl)-2-[(2S,5R)-5-methyl-2-[4-(2-methyl-2,9-diazaspiro[5.5]undecan-9-yl)phenyl]-1-piperidyl]-2-oxo-acetamide NC1=C(C=C(C=N1)NC(C(=O)N1[C@@H](CC[C@H](C1)C)C1=CC=C(C=C1)N1CCC2(CCCN(C2)C)CC1)=O)CC |o1:12,15|